C12C(C3CC(CC(C1)C3)C2)NCCNC(=O)C2=NN(C(=C2C)C2=CC=C(C=C2)Cl)C2=C(C=CC=C2)Cl N-(2-((1r,3r,5r,7r)-adamantan-2-ylamino)ethyl)-1-(2-chlorophenyl)-5-(4-chlorophenyl)-4-methyl-1H-pyrazole-3-carboxamide